C1(=CC=C(C=C1)C=1OC=C(N1)C(=O)O)C 2-(p-Tolyl)oxazole-4-carboxylic acid